OCCOCCOCCOCCOCCCC1=NC(=CC(=C1)C=1C(=CC(=NC1)[C@H](C)NC(OC(C)(C)C)=O)C)C(F)(F)F tert-butyl N-[(1S)-1-[5-[2-[3-[2-[2-[2-(2-hydroxyethoxy) ethoxy]ethoxy]ethoxy]propyl]-6-(trifluoromethyl)-4-pyridyl]-4-methyl-2-pyridyl]ethyl]carbamate